[Cl-].CC1=C(C=C(C(=C1)OC)C)PC1=C(C=C(C(=C1)C)OC)C bis(2,5-dimethyl-4-methoxyphenyl)phosphine chloride